FC=1C=2N(C=CC1)N=C(C2)[C@@H]2N(CCC1=C2N=CN1)C1=NC=C(C=N1)C(=O)NC1(CC1)C (R)-2-(4-(4-fluoropyrazolo[1,5-a]pyridin-2-yl)-1,4,6,7-tetrahydro-5H-imidazo[4,5-c]pyridin-5-yl)-N-(1-methylcyclopropyl)pyrimidine-5-carboxamide